IC=1C2=C(N(N1)C(C)C)CC(OC2)C(=O)OC methyl 3-iodo-1-isopropyl-1,4,6,7-tetrahydropyrano[4,3-c]pyrazole-6-carboxylate